N=S(=O)(C=1C=NC(=NC1)N1CCN(CC1)C(C)C1=CC2=C(CC(O2)C)C=C1)C Imino(methyl)(2-(4-(1-(2-methyl-2,3-dihydrobenzofuran-6-yl)ethyl)piperazin-1-yl)pyrimidin-5-yl)-λ6-sulfanone